OC1=CC=C(C=C1)CC(=O)NN 4-hydroxyphenylacetyl-hydrazine